(S)-2-((((9H-fluoren-9-yl)methoxy)carbonyl)amino)-3-(quinazolin-2-yl)propanoic acid C1=CC=CC=2C3=CC=CC=C3C(C12)COC(=O)N[C@H](C(=O)O)CC1=NC2=CC=CC=C2C=N1